[C@@H]12CC[C@H](CC1)C(=O)OCCOC2=O ethylene trans-1,4-cyclohexanedicarboxylate